BrC1=C(C(=O)O)C=CC=C1C#N 2-Bromo-3-cyanobenzoic acid